C(C)(C)(C)OC(=O)N1CC2(C1)CN(C2)C2=NC=C(C=C2)C2=C1C=NC=NC1=CC(=C2)C=2C=NN(C2)C 6-(5-(7-(1-Methyl-1H-pyrazol-4-yl)quinazolin-5-yl)pyridin-2-yl)-2,6-diazaspiro[3.3]heptane-2-carboxylic acid tert-butyl ester